(S)-6-(3,3-difluoroazetidin-1-yl)-N2-[1-(4-fluorophenyl)ethyl]-N4-(pyrazin-2-yl)pyrimidine-2,4-diamine FC1(CN(C1)C1=CC(=NC(=N1)N[C@@H](C)C1=CC=C(C=C1)F)NC1=NC=CN=C1)F